N-(6-chloro-1-(3-(4-(hydroxymethyl)phenyl)prop-2-yn-1-yl)-3-methyl-2,4-dioxo-1,2,3,4-tetrahydropyrimidin-5-yl)-3-(p-tolyl)propanamide ClC1=C(C(N(C(N1CC#CC1=CC=C(C=C1)CO)=O)C)=O)NC(CCC1=CC=C(C=C1)C)=O